C1(=CC=C(C=C1)CN1C2=C(C=C1)SC=C2C(=O)NC2CC(C2)C(=O)O)C2=CC=CC=C2 (1S,3S)-3-(4-([1,1'-biphenyl]-4-ylmethyl)-4H-thieno[3,2-b]pyrrole-3-carboxamido)cyclobutane-1-carboxylic acid